BrC1=C(OCCN(C)C)C=C(C=C1)Cl 2-(2-Bromo-5-chlorophenoxy)-N,N-dimethylethan-1-amine